C(C)(C)(C)C1CCC(CC1)OC(=O)OOC(=O)OC1CCC(CC1)C(C)(C)C Di-(4-tert-butyl-cyclohexyl)-peroxydicarbonat